C(C)(=O)OCCN(CCOC(C)=O)C1=CC=C(C=C1)N=NC1=CC=C(C=C1)C=1OC(=NN1)C1=CC=C(C=C1)\C=C\C1=CC=C(C=C1)[N+](=O)[O-] ((4-((4-(5-(4-((E)-4-nitrostyryl)phenyl)-1,3,4-oxadiazol-2-yl)phenyl)diazenyl)phenyl) azanediyl)bis(ethane-2,1-diyl) diacetate